C(C1=CC=2OCOC2C=C1)(=O)Cl piperonoyl chloride